2-(2-fluoro-3-isopropyl-6-methoxyphenyl)-2-((R)-3-((5-(5,6,7,8-tetrahydro-1,8-naphthyridin-2-yl)pentyl)oxy)pyrrolidin-1-yl)acetic acid FC1=C(C(=CC=C1C(C)C)OC)C(C(=O)O)N1C[C@@H](CC1)OCCCCCC1=NC=2NCCCC2C=C1